Trifluoro-[1-(2,2,3,3,3-pentafluoropropyl)pyrazol-4-yl]boronic acid potassium salt [K+].FC1(N(N(C=C1B([O-])[O-])CC(C(F)(F)F)(F)F)F)F.[K+]